(3Z)-1-iodo-12,12-dihexyloxy-3-dodecene ICC\C=C/CCCCCCCC(OCCCCCC)OCCCCCC